3-ethyl-3-[3'-(methyldimethoxysilyl)propyl]methyl-oxetane C(C)C1(C(OC1)C)CCC[Si](OC)(OC)C